ClC1=CC=C(CC2CCC(C2(O)CN2N=CN=C2)(C)CCl)C=C1 5-(4-chlorobenzyl)-2-(chloromethyl)-2-methyl-1-(1H-1,2,4-triazole-1-ylmethyl)cyclopentanol